FC1=C(C=CC(=C1)F)OC 2,4-difluoro-1-methoxybenzene